C1(CC1)C([C@@H](C(=O)NC1=C(C=C(C=C1)[C@@H](C(=O)N(CC(F)(F)F)C)C)F)NC=1C=2N(C=CN1)N=CC2)C2CC2 (S)-3,3-dicyclopropyl-N-(2-fluoro-4-((S)-1-(methyl(2,2,2-trifluoroethyl)amino)-1-oxopropan-2-yl)phenyl)-2-(pyrazolo[1,5-a]pyrazin-4-ylamino)propanamide